ClC=1N(C(C=CC1C(=O)O)=O)C 2-chloro-1-methyl-6-oxo-1,6-dihydropyridine-3-carboxylic acid